N-(2-(1-(2,2-diethoxyethyl)piperidin-4-yl)-7-(2-hydroxypropan-2-yl)imidazo[1,2-a]pyridin-6-yl)-6-(trifluoromethyl)pyridine-2-carboxamide C(C)OC(CN1CCC(CC1)C=1N=C2N(C=C(C(=C2)C(C)(C)O)NC(=O)C2=NC(=CC=C2)C(F)(F)F)C1)OCC